N-(1'-(thiazol-2-yl)-1',2'-dihydrospiro[cyclopropane-1,3'-pyrrolo[3,2-c]pyridin]-6'-yl)acetamide trifluoroacetate FC(C(=O)O)(F)F.S1C(=NC=C1)N1CC2(C=3C=NC(=CC31)NC(C)=O)CC2